3-((6-fluoro-4-(methylthio)-1H-indol-5-yl)oxy)benzimidamide FC1=C(C(=C2C=CNC2=C1)SC)OC=1C=C(C(N)=N)C=CC1